methyl 2-tetradecyloxy hydrogen phosphate P(=O)(OC)(OOC(C)CCCCCCCCCCCC)O